para-cyanopyridylalanine C(#N)C1=CC(=NC=C1)N[C@@H](C)C(=O)O